6-chloro-N-ethyl-4-(6-(4-methyl-4H-1,2,4-triazol-3-yl)-2-oxaspiro[3.3]heptan-6-yl)pyridin-2-amine ClC1=CC(=CC(=N1)NCC)C1(CC2(COC2)C1)C1=NN=CN1C